C[C@@H]1OC2([C@H](N1C(=C)C)C)CCN(CC2)C(=O)N([C@@H](C(C)C)C(=O)O)C N-((2S,4R)-2,4-dimethyl-3-(prop-1-en-2-yl)-1-oxa-3,8-diazaspiro[4.5]decane-8-carbonyl)-N-methyl-L-valine